N-(3-chloro-2-fluorobenzoyl)-O-(3-(2-(5,6,7,8-tetrahydro-1,8-naphthyridin-2-yl)ethyl)cyclobutyl)homoserine ClC=1C(=C(C(=O)N[C@@H](CCOC2CC(C2)CCC2=NC=3NCCCC3C=C2)C(=O)O)C=CC1)F